Cl.NCCNS(=O)(=O)C1=CC=C(C=C1)C1=CC=CC=C1 N-(2'-aminoethyl)-[1,1'-biphenyl]-4-sulfonylamine hydrochloride